FC(C(C)C)(F)C1=CC(=CC=C1)[N+](=O)[O-] 1-(1,1-difluoro-2-methylpropyl)-3-nitrobenzene